3-[2-(dimethylamino)ethyl]aniline CN(CCC=1C=C(N)C=CC1)C